C(C)(C)(C)OC([C@@H](CC1=CC(=CC=C1)S(=O)C1=CC(=CC=C1)C[C@H](C(=O)OC(C)(C)C)[C@@H]1CN(CC1)C(=O)OC(C)(C)C)[C@@H]1CN(CC1)C(=O)[O-])=O (3R)-3-[(1S)-2-tert-butoxy-1-[[3-[3-[(2S)-3-tert-butoxy-2-[(3R)-1-tert-butoxycarbonylpyrrolidin-3-yl]-3-oxo-propyl]phenyl]sulfinylphenyl]methyl]-2-oxo-ethyl]pyrrolidine-1-carboxylate